CC=1C=C(C=CC1N1CCCC1)NC(N)=O 3-(3-methyl-4-(pyrrolidin-1-yl)phenyl)urea